N2-Ethyl-4-methyl-N5-((R)-2-methyl-3-oxo-3-(((S)-11-oxo-2,3,10,11-tetrahydro-1H,5H-benzo[d]pyrazolo[1,2-a][1,2]diazepin-10-yl)amino)propyl)thiazol-2,5-dicarboxamid C(C)NC(=O)C=1SC(=C(N1)C)C(=O)NC[C@H](C(N[C@H]1C2=C(CN3N(C1=O)CCC3)C=CC=C2)=O)C